C1(=CC=C(C=C1)N(C1=CC=C(C=C1)C)C1=CC=C(C=C1)C=C(C1=CC=CC=C1)C1=CC=CC=C1)C 4-(N,N-bis(para-toluyl)amino)-beta-phenylstilbene